(E)-2-methylbut-2-enoyl chloride C/C(/C(=O)Cl)=C\C